(2z,4e)-1-(benzothiazol-2-yl)sulfonyl-5-(tri-n-butylstannyl)-3-methylpent-2,4-diene S1C(=NC2=C1C=CC=C2)S(=O)(=O)C\C=C(/C=C/[Sn](CCCC)(CCCC)CCCC)\C